PYRROL N1C=CC=C1